C[N+](C)(C)C[C@@H](CC(=O)[O-])O malonyl-carnitin